C1CC12N(CCCC2)CC(=O)NC=2C=C(C(=NC2)C)NC(=O)C=2C=NN1C2SC(=C1)C=1C=NN(C1)CCO N-(5-(2-(4-azaspiro[2.5]octan-4-yl)acetamido)-2-methylpyridin-3-yl)-2-(1-(2-hydroxyethyl)-1H-pyrazol-4-yl)pyrazolo[5,1-b]thiazole-7-carboxamide